(Z)-methyl-3-(N'-((2-fluorobenzoyl)oxy)carbamimidoyl)benzoate COC(C1=CC(=CC=C1)/C(/N)=N/OC(C1=C(C=CC=C1)F)=O)=O